4-((3'-(tetrahydro-2H-pyran-4-yl)-[1,1'-biphenyl]-4-yl)oxy)-1H-1,2,3-triazole-5-carboxylic acid O1CCC(CC1)C=1C=C(C=CC1)C1=CC=C(C=C1)OC=1N=NNC1C(=O)O